ClC=1C=CC=C2C=CC=C(C12)C1=C(C=2N=C(N=C(C2C=N1)N1C[C@H]2CC[C@@H](C1)N2C(=O)OC(C)(C)C)OCC21CCCN1CCC2)F tert-butyl (1R,5S)-3-(7-(8-chloronaphthalen-1-yl)-8-fluoro-2-((tetrahydro-1H-pyrrolizin-7a(5H)-yl)methoxy)pyrido[4,3-d]pyrimidin-4-yl)-3,8-diazabicyclo[3.2.1]octane-8-carboxylate